C(C)(=O)O[C@H]1[C@H](O[C@H]([C@@H]([C@H]1OC(C)=O)NC(C)=O)OCCCCC(=O)NCCCNC(=O)OCC1=CC=CC=C1)COC(C)=O (2R,3R,4R,5R,6R)-5-acetamido-2-(acetoxymethyl)-6-((5-((3-(((benzyloxy)carbonyl)amino)propyl)amino)-5-oxopentyl)oxy)tetrahydro-2H-pyran-3,4-diyl diacetate